CC1=C(C(=NN1C1COCCC1)O)[N+](=O)[O-] 5-methyl-4-nitro-1-(tetrahydro-2H-pyran-3-yl)-1H-pyrazol-3-ol